1H-benzo[e]Pyrrolo[1,2-a][1,4]Diazepin-5(11aH)-one C1C=CN2C1C=NC1=C(C2=O)C=CC=C1